C(#N)\C(=C/C1=C(C=CC(=C1)C#N)OC)\C1=CNC2=CC=C(C=C12)CCNC(OC(C)(C)C)=O Tert-butyl (Z)-(2-(3-(1-cyano-2-(5-cyano-2-methoxyphenyl)vinyl)-1H-indol-5-yl)ethyl)carbamate